C(C)NC1=NC=C(C2=CC(=NC=C12)N)C1=NN2C(C=CC(=C2)N2CCOCC2)=N1 N1-ethyl-4-(6-morpholino-[1,2,4]triazolo[1,5-a]pyridin-2-yl)-2,7-naphthyridine-1,6-diamine